3-chloro-1-methyl-5-(trifluoromethyl)pyrazole ClC1=NN(C(=C1)C(F)(F)F)C